N,N-diisopropylphenyl-p-toluidine C(C)(C)N(C1=C(C=C(C=C1)C)C1=CC=CC=C1)C(C)C